C(=C)(C)O isopropenol